2-[2,6-bis(propan-2-yl)-4-(1,2,3,4-tetrahydronaphthalen-2-yl)phenyl]-N-{4-[(dimethylamino)methyl]benzene-sulfonyl}acetamide CC(C)C1=C(C(=CC(=C1)C1CC2=CC=CC=C2CC1)C(C)C)CC(=O)NS(=O)(=O)C1=CC=C(C=C1)CN(C)C